F[C@H]1CNCC[C@H]1NC1=C2C=C(N(C2=CC=C1)CC(F)(F)F)C1=NN=C(S1)CNC(=O)C1CCCC1 |r| (+/-)-N-((5-(4-(((3S,4R)-3-fluoropiperidin-4-yl)amino)-1-(2,2,2-trifluoroethyl)-1H-indol-2-yl)-1,3,4-thiadiazol-2-yl)methyl)cyclopentanecarboxamide